2-(2,3-dihydroxypropyl)-N-{8-fluoro-2-methylimidazo[1,2-a]pyridin-6-yl}-4-(piperazin-1-yl)indazole-7-carboxamide trifluoroacetic acid salt FC(C(=O)O)(F)F.OC(CN1N=C2C(=CC=C(C2=C1)N1CCNCC1)C(=O)NC=1C=C(C=2N(C1)C=C(N2)C)F)CO